C1=CC(O)=C2C=3[C@@]45[C@@H](O2)[C@@H](O)C(=C[C@H]4[C@@H](CC13)N(C)CC5)[2H] morphine-7-d